NC=1C(=NC(=NC1C1=C2C=NNC2=CC=C1C)C1=C(C=CC=C1)NC1=NC=CC=N1)C(=O)N 5-amino-6-(5-methyl-1H-indazol-4-yl)-2-[2-(pyrimidin-2-ylamino)phenyl]pyrimidine-4-carboxamide